(S)-4-((2-fluoropyridin-3-yl)methyl)-N-(7-((1-hydroxycyclobutyl)ethynyl)-5-methyl-4-oxo-2,3,4,5-tetrahydrobenzo[b][1,4]oxazepin-3-yl)-1H-pyrazole-1-carboxamide FC1=NC=CC=C1CC=1C=NN(C1)C(=O)N[C@@H]1C(N(C2=C(OC1)C=CC(=C2)C#CC2(CCC2)O)C)=O